vinylphenyl-tributylgerman C(=C)CCCC[Ge](CCCC)(CCCC)C1=CC=CC=C1